ClC=1C=CC(=C(OC[C@@H](/C=C/[C@H]2[C@@H](C[C@@H]3OC[C@H](CC[C@@H]32)CCCC(=O)O)O)O)C1)F 4-{(3S,5aR,6R,7R,8aS)-6-[(1E,3R)-4-(5-chloro-2-fluorophenoxy)-3-hydroxy-1-buten-1-yl]-7-hydroxyoctahydro-2H-cyclopenta[b]oxepin-3-yl}butanoic acid